tert-butyl (4-(2-ethyl-1H-imidazo[4,5-e]quinolin-1-yl)butyl)(tetrahydro-2H-pyran-4-yl)carbamate C(C)C1N=C2C3(C=CC=NC3=CC=C2)N1CCCCN(C(OC(C)(C)C)=O)C1CCOCC1